(S)-1-(2-(benzo[d][1,3]dioxol-5-ylamino)-5-methylpyrimidin-4-yl)-N-(1-(3-chlorophenyl)-2-hydroxyethyl)-1H-pyrazole-4-carboxamide O1COC2=C1C=CC(=C2)NC2=NC=C(C(=N2)N2N=CC(=C2)C(=O)N[C@H](CO)C2=CC(=CC=C2)Cl)C